C(#N)CC1(CC1)COC(=O)C=1C=C(C2=C(NC(=N2)CN2CCC(CC2)C2=NC(=CC=C2)OCC2=C(C=C(C=C2)C(F)(F)F)OC)C1)OC ((1-(cyanomethyl) cyclopropyl) methyl)-4-methoxy-2-((4-(6-((2-methoxy-4-(trifluoromethyl) benzyl) oxy) pyridin-2-yl) piperidin-1-yl) methyl)-1H-benzo[D]imidazole-6-carboxylate